OCC1(OC(C2=CC=C(C=C12)NC(OC(C)(C)C)=O)=O)CO tert-butyl 3,3-bis(hydroxymethyl)-1-oxo-1,3-dihydroisobenzofuran-5-ylcarbamate